C(C1=CC=CC=C1)OC(=O)N1C(C=C(CC1)C1=CC=CC=C1)C1=CC=C(C(=O)O)C=C1 4-(1-((benzyloxy)carbonyl)-4-phenyl-1,2,5,6-tetrahydropyridin-2-yl)benzoic acid